Cl.O=C1CC(NCC1)C(=O)OC methyl 4-oxopiperidine-2-carboxylate hydrochloride